ClC1=CC=C(C=C1)C1=CC(=NC(=N1)C=1C=NC=CC1)N1CCC(CC1)O (6-(4-chlorophenyl)-2-(pyridin-3-yl)pyrimidin-4-yl)piperidin-4-ol